C1=C(C=CC2=CC=CC=C12)C=1C2=CC=CC=C2C(=C2C=CC(=CC12)C1=CC=CC=C1)C1=CC2=CC=CC=C2C=C1 9,10-bis(naphthalen-2-yl)-2-Phenyl-Anthracene